2-[2-[(1S,4aR,8aS)-5-(methoxymethylidene)-1-methyl-1,3,4,4a,6,7,8,8a-octahydroisoquinolin-2-yl]-2-oxoethyl]-3-chloro-4-methoxybenzonitrile COC=C1[C@@H]2CCN([C@H]([C@H]2CCC1)C)C(CC1=C(C#N)C=CC(=C1Cl)OC)=O